1-(5-aminoindolin-1-yl)-2,2,2-trifluoroethane-1-one NC=1C=C2CCN(C2=CC1)C(C(F)(F)F)=O